OC1=C(C#N)C(=CC(=N1)C)C(C)C 2-hydroxy-4-isopropyl-6-methylnicotinonitrile